2-(6-chloropyrazin-2-yl)butanoic acid ClC1=CN=CC(=N1)C(C(=O)O)CC